N,N'-bis-(aminopropyl)-piperazine NCCCN1CCN(CC1)CCCN